C(#N)C[C@@H]1[C@@H](C[C@H](CC1)N1C(=NC=2C1=C1C(=NC2)C=CS1)[C@@H](C)O)NC(OCC1=CC=CC=C1)=O Benzyl ((1R,2R,5S)-2-(cyanomethyl)-5-{2-[(1R)-1-hydroxyethyl]-1H-imidazo[4,5-d]thieno[3,2-b]pyridin-1-yl}cyclohexyl)carbamate